(S)-N-Ethyl-2-(2-((1-(4-methoxybenzyl)-6-oxo-5-(trifluoromethyl)-1,6-dihydropyridazin-4-yl)amino)propoxy)-N-(piperidin-4-yl)acetamide C(C)N(C(COC[C@H](C)NC=1C=NN(C(C1C(F)(F)F)=O)CC1=CC=C(C=C1)OC)=O)C1CCNCC1